CC(C)(C)[S@@](=O)N[C@@H]1C2=C(N=C(S2)C)CC12CCNCC2 (R)-2-methyl-N-((S)-2-methyl-4,6-dihydrospiro[cyclopenta[d]thiazol-5,4'-piperidin]-6-yl)propane-2-sulfinamide